C(C)(C)(C)C1N(CCN(C1)C(=O)C1=CC=2C(C3=CC=CC=C3NC2C=C1)(C)C)C(=O)O.CC1(C2=CC=CC=C2NC=2C=CC(=CC12)C(=O)N1CCN(CC1)C(=O)OC(C)(C)C)C tert-Butyl 4-(9,9-dimethyl-9,10-dihydroacridine-2-carbonyl)piperazine-1-carboxylate {tert-butyl 4-(9,9-dimethyl-9,10-dihydroacridine-2-carbonyl)piperazine-1-carboxylate}